COC1=CC=C(C=N1)CC12CN(CC(N1)C2)C2=CC=C(C=N2)C=2C=CC=1N(C2)N=CC1C#N 6-(6-(((6-Methoxypyridin-3-yl)methyl)-3,6-diazabicyclo[3.1.1]heptan-3-yl)pyridin-3-yl)pyrazolo[1,5-a]Pyridine-3-carbonitrile